8-(1-aminoethyl)-2-(ethylsulfanyl)-6-methyl-4H-chromen-4-one NC(C)C=1C=C(C=C2C(C=C(OC12)SCC)=O)C